methyl 2-{5-methyl-2,4-dioxo-1H-pyrido[4,3-d]pyrimidin-3-yl}acetate CC1=NC=CC=2NC(N(C(C21)=O)CC(=O)OC)=O